COC(=O)C1(CC=CC1)C=1C=2N(C=C(N1)C=1C=NN(C1)C)N=CC2 (6-(1-methyl-1H-pyrazol-4-yl)pyrazolo[1,5-a]pyrazin-4-yl)cyclopent-3-ene-1-carboxylic acid methyl ester